CC1=C(C=C(C=C1)C)C1CCC=2N1C1=C(N2)C=CC(=C1)C=1C=NC(=NC1)C(C)(C)O 2-(5-(1-(2,5-dimethylphenyl)-2,3-dihydro-1H-benzo[d]pyrrolo[1,2-a]imidazol-7-yl)pyrimidin-2-yl)propan-2-ol